C(=O)=[Ti](C1C=CC=C1)(C1C=CC=C1)=C=O dicarbonyl-bis(cyclopentadienyl)titanium